3-(methylamino)propanenitrile CNCCC#N